C(CCCCCCC)NO N-octylhydroxylamine